FC(CN1N=CC(=C1)NC(C1=CC(=C(C=C1)C)C#CC=1C=NC=CC1)=O)F N-[1-(2,2-difluoroethyl)-1H-pyrazol-4-yl]-4-methyl-3-[2-(pyridin-3-yl)ethynyl]benzamide